Nα-acetyl-L-valine C(C)(=O)N[C@@H](C(C)C)C(=O)O